C(CCCCCCCCCCC)(=O)OCC ethyl dodecanoate